3-p-chlorophenyl-N1-cyanoguanidine ClC1=CC=C(C=C1)NC(NC#N)=N